FC1=CC=C2C(NC=NC2=C1C)=O 7-fluoro-8-methyl-quinazolin-4(3H)-one